O1N=C(CC12CCCCC2)C[C@@H]2[C@@H]([C@H]([C@H]([C@H](O2)CO)O)N2NN=C(C=C2)C2=CC(=C(C=C2)C)F)OC (2R,3R,4S,5R,6R)-6-((1-oxa-2-azaspiro[4.5]dec-2-en-3-yl)methyl)-4-(4-(3-fluoro-4-methylphenyl)-1H-1,2,3-triazin-1-yl)-2-(hydroxymethyl)-5-methoxytetrahydro-2H-pyran-3-ol